3-((4-(1-(2-(4-(3-((4-([1,1'-biphenyl]-3-yl)-5-chloropyrimidin-2-yl)amino)cyclohexane-1-carbonyl)piperazin-1-yl)ethyl)piperidin-4-yl)phenyl)amino)piperidine-2,6-dione C1(=CC(=CC=C1)C1=NC(=NC=C1Cl)NC1CC(CCC1)C(=O)N1CCN(CC1)CCN1CCC(CC1)C1=CC=C(C=C1)NC1C(NC(CC1)=O)=O)C1=CC=CC=C1